2-ethoxy-N-(3-phenylpropyl)thieno[2,3-d]pyrimidin-4-amine C(C)OC=1N=C(C2=C(N1)SC=C2)NCCCC2=CC=CC=C2